BrC1=C(C=C(C(=C1)[N+](=O)[O-])OC([2H])([2H])[2H])F 1-Bromo-2-fluoro-4-(methoxy-d3)-5-nitrobenzene